C(C(C)(C)C)(=O)OC[C@]1(O[C@H]([C@@H]([C@@H]1O)O)C1=CC=C2C(=NC=NN21)N)C#N ((2R,3S,4R,5S)-5-(4-aminopyrrolo[2,1-f][1,2,4]triazin-7-yl)-2-cyano-3,4-dihydroxytetrahydrofuran-2-yl)methyl pivalate